OCC1CC(CCC1)CO 1,3-bis(hydroxymethyl)cyclohexane